N-(3-(2-((1H-pyrazol-5-yl)amino)-8,9-dihydroimidazo[1',2':1,6]pyrido[2,3-d]pyrimidin-6-yl)-4-methylphenyl)-4-(trifluoromethyl)picolinamide N1N=CC=C1NC=1N=CC2=C(N1)N1C(C(=C2)C=2C=C(C=CC2C)NC(C2=NC=CC(=C2)C(F)(F)F)=O)=NCC1